(1,3-Dimethyl-azetidin-3-yl)-(3-methoxymethyl-phenyl)-(4-trifluoromethoxy-phenyl)-methanol CN1CC(C1)(C)C(O)(C1=CC=C(C=C1)OC(F)(F)F)C1=CC(=CC=C1)COC